N-hydroxy-3-oxo-4-(4-(pyrrolidine-1-carbonyl)benzyl)-3,4-dihydro-2H-benzo[b][1,4]oxazine-6-carboxamide ONC(=O)C1=CC2=C(OCC(N2CC2=CC=C(C=C2)C(=O)N2CCCC2)=O)C=C1